C(C1=CN=CC=C1)(=O)OC1=C(C(=CC(=C1)Br)C=NC(CC1=CC=C(C=C1)O)C(CO)=O)O 5-bromo-2-hydroxy-3-((4-hydroxy-1-(4-hydroxyphenyl)-3-oxobutan-2-ylimino)-methyl)phenyl nicotinate